C1(CC1)NC(C(C(C[C@H]1C(NCC1)=O)NC([C@H](CC(C)C)NC(C(C1=CC=CC=C1)(C1=CC=CC=C1)O)=O)=O)=O)=O (2S)-N-(4-(Cyclopropylamino)-3,4-dioxo-1-((S)-2-oxopyrrolidin-3-yl)butan-2-yl)-2-(2-hydroxy-2,2-diphenylacetamido)-4-methylpentanamide